ethyl (3S)-3-[(tert-butoxycarbonyl)amino]-3-[4-fluoro-2'-hydroxy-4'-(3-methoxyazetidin-1-yl)-5,6'-dimethyl-[1,1'-biphenyl]-3-yl]propanoate C(C)(C)(C)OC(=O)N[C@@H](CC(=O)OCC)C=1C=C(C=C(C1F)C)C1=C(C=C(C=C1C)N1CC(C1)OC)O